(2S,4S)-4-fluoro-1-(2-[(3R)-3-[[8-(trifluoromethyl)-6-quinolyl]amino]pyrrolidin-1-yl]acetyl)pyrrolidine-2-carbonitrile F[C@H]1C[C@H](N(C1)C(CN1C[C@@H](CC1)NC=1C=C2C=CC=NC2=C(C1)C(F)(F)F)=O)C#N